ClC1=CC=C(C2=C1N(C(=N2)N2C(=CC=C2C)C)C)CC2CN(CCO2)C(=O)OC(C)(C)C tert-butyl 2-[[7-chloro-2-(2,5-dimethylpyrrol-1-yl)-1-methyl-benzimidazol-4-yl]methyl]morpholine-4-carboxylate